methyl 3-(difluoromethoxy)-4-methylbenzoate FC(OC=1C=C(C(=O)OC)C=CC1C)F